7-azaindole-2-carboxylic acid methyl ester COC(=O)C=1NC2=NC=CC=C2C1